FC1=C(C(=O)O)C=CC(=C1)N1N=C(C=C1C)C(F)(F)F 2-fluoro-4-(5-methyl-3-(trifluoromethyl)-1H-pyrazol-1-yl)benzoic acid